cesium bismuth telluride [Bi]=[Te].[Cs]